NC1=C2N=C(N(C2=NC(=N1)F)CCCNS(=O)(=O)CC(C)C)CC=1C=C2C(CCC2=CC1I)=O N-(3-(6-amino-2-fluoro-8-((6-iodo-3-oxo-2,3-dihydro-1H-inden-5-yl)methyl)-9H-purin-9-yl)propyl)-2-methylpropane-1-sulfonamide